methyl 1-[4-[(3,3-difluoroazetidin-1-yl)methyl]-3-fluorophenyl]-1,2,3-triazole-4-carboxylate FC1(CN(C1)CC1=C(C=C(C=C1)N1N=NC(=C1)C(=O)OC)F)F